Sulphanilamide S(=O)(C1=CC=C(C=C1)N)(=O)N